dimethylsilyl-isopropylamine C[SiH](C)NC(C)C